C1(CCCCC1)C1=NC(=NC=C1)N 4-cyclohexylpyrimidin-2-amine